ClC1=NC=CC(=C1)COC1=CC=C(C=N1)CC1=NOC(=C1)C=1C(=NC=CC1)N 3-(3-((6-((2-chloropyridin-4-yl)methoxy)pyridin-3-yl)methyl)isoxazol-5-yl)pyridin-2-amine